lithium tri-n-propoxide [O-]CCC.[O-]CCC.[O-]CCC.[Li+].[Li+].[Li+]